Methyl (R)-2-(2-((1-(5-(benzyloxy)pyridin-3-yl)naphthalen-2-yl)thio)acetamido)-3-(3-methoxy-4-methylphenyl)propanoate C(C1=CC=CC=C1)OC=1C=C(C=NC1)C1=C(C=CC2=CC=CC=C12)SCC(=O)N[C@@H](C(=O)OC)CC1=CC(=C(C=C1)C)OC